(2S,4R)-N-[(1RS,2RS)-2-[[4-[[3-(2,3-difluoro-4-methoxy-phenyl)imidazo[1,2-a]pyrazin-8-yl]amino]-2-ethyl-benzoyl]amino]cyclopropyl]-4-hydroxy-pyrrolidine-2-carboxamide FC1=C(C=CC(=C1F)OC)C1=CN=C2N1C=CN=C2NC2=CC(=C(C(=O)N[C@H]1[C@@H](C1)NC(=O)[C@H]1NC[C@@H](C1)O)C=C2)CC |&1:27,28|